C(C)C1=NSC(=N1)C1=CC(=C(C=C1)F)[N+](=O)[O-] 3-ethyl-5-(4-fluoro-3-nitrophenyl)-1,2,4-thiadiazole